FC1(CCC(CC1)N1N=CC2=C1N=C(NC2=O)SCC(=O)NC=2SC(=NN2)Br)F 2-((1-(4,4-difluorocyclohexyl)-4-oxo-4,5-dihydro-1H-pyrazolo[3,4-d]pyrimidin-6-yl)thio)-N-(5-bromo-1,3,4-thiadiazol-2-yl)acetamide